CC1=CC=C(COC2=C(C3=CC=CC=C3C=C2)C=O)C=C1 2-(4-methylbenzyloxy)-1-naphthaldehyde